(Z)-5-(1H-imidazol-1-yl)-2-(3-(pyrrolidin-3-ylidenemethyl)-1,2,4-triazin-6-yl)phenol N1(C=NC=C1)C=1C=CC(=C(C1)O)C1=CN=C(N=N1)\C=C\1/CNCC1